C(C)OC(=O)C=1N=C2N(C=C(C=C2COC)C(F)(F)F)C1 8-(methoxymethyl)-6-(trifluoromethyl)imidazo[1,2-a]Pyridine-2-carboxylic acid ethyl ester